potassium 3-[(2,3-dihydrothieno[3,4-b]-[1,4]dioxin-2-yl) methoxy]-1-isopentyl-1-propanesulfonate O1C=2C(OCC1COCCC(S(=O)(=O)[O-])CCC(C)C)=CSC2.[K+]